Carbonic acid chloromethyl 1-[2-[[(1,1-dimethylethoxy)carbonyl]amino]ethyl]-2,2-dimethylpropyl ester CC(C)(OC(=O)NCCC(C(C)(C)C)OC(OCCl)=O)C